tetrazolium copper acetate C(C)(=O)[O-].[Cu].[NH+]=1NN=NC1